O1CC(NCCC1)=O [1,4]-oxaazepan-3-one